N-Fmoc-L-norvaline C(=O)(OCC1C2=CC=CC=C2C2=CC=CC=C12)N[C@@H](CCC)C(=O)O